diethylene glycol bis-chloroformate C(COC(=O)Cl)OCCOC(=O)Cl